C(C)N(C(=O)C1CC(CCC1)NC(=O)C=1C=C(C=NC1OC)C1=CC=C2C(=NNC2=C1)C(=O)NC)C 6-[5-({3-[ethyl(methyl)carbamoyl]cyclohexyl}carbamoyl)-6-methoxypyridin-3-yl]-N-methyl-1H-indazole-3-carboxamide